C(C)(C)(C)OC(C1=C(C=C(C=C1F)O)F)=O 2,6-difluoro-4-hydroxybenzoic acid tert-butyl ester